tert-butyl 3-(4-(2-((5-fluoro-4-oxo-2-(((tetrahydro-2H-pyran-4-yl)thio)methyl)-3,4-dihydroquinazolin-7-yl)oxy)ethyl)piperidin-1-yl)azetidine-1-carboxylate FC1=C2C(NC(=NC2=CC(=C1)OCCC1CCN(CC1)C1CN(C1)C(=O)OC(C)(C)C)CSC1CCOCC1)=O